BrC=1C=CC(=NC1)C(C(F)(F)F)NCCCO 3-((1-(5-Bromopyridin-2-yl)-2,2,2-trifluoroethyl)amino)propan-1-ol